methyl (R)-piperidine-3-carboxylate hydrochloride Cl.N1C[C@@H](CCC1)C(=O)OC